C(C1=CC=CC=C1)OCOCCCC(CC(CC(CC(CC(CC(C)Br)C)C)C)C)C 14-bromo-4,6,8,10,12-pentamethylpentadecyl benzyloxymethyl ether